(1R)-6-{[(dimethylamino)methylene]sulfamoyl}-2,2-difluoro-N-methoxy-N-methyl-6-azaspiro[2.5]octane-1-carboxamide CN(C)C=NS(=O)(=O)N1CCC2(C([C@H]2C(=O)N(C)OC)(F)F)CC1